6-methoxy-3-((4-(octadecyloxy)phenyl)sulfonyl)quinoline COC=1C=C2C=C(C=NC2=CC1)S(=O)(=O)C1=CC=C(C=C1)OCCCCCCCCCCCCCCCCCC